di-mesityl-ammonium menthyl-3-hydroxybutyrate C1(CC(C(CC1)C(C)C)OC(CC(C)O)=O)C.C1(=C(C(=CC(=C1)C)C)[NH2+]C1=C(C=C(C=C1C)C)C)C